C(=O)(OC(C)(C)C)N[C@@H](CSSC[C@@H](C(=O)O)NC(=O)OC(C)(C)C)C(=O)O N,N'-Di-Boc-L-cystine